NC1=C(C(=O)N(C)C(C)(C)C#N)C=C(C=C1C)I 2-amino-3-methyl-5-iodo-N-(1-cyanoisopropyl)-N-methylbenzamide